O.NN hydrazine, hydrate